ClC=1C=CC(=C(C1)C1=CC(=CN=N1)NC1=CC=NC2=CC(=CC=C12)OCCN1CCN(CC1)CCC#N)F 3-(4-{2-[(4-{[6-(5-chloro-2-fluorophenyl)pyridazin-4-yl]-amino}quinolin-7-yl)oxy]-ethyl}piperazin-1-yl)propanenitrile